4-amino-5-chloro-N-[1-(3-methoxypropyl)piperidin-4-yl]-2,3-dihydrobenzofuran-7-carboxamide NC1=C(C=C(C2=C1CCO2)C(=O)NC2CCN(CC2)CCCOC)Cl